C(C)N(C1=CC=C(C=C1)C1=CC(=C(C(O1)=O)C#N)SC)CC 6-(4-(diethylamino)phenyl)-4-(methylthio)-2-oxo-2H-pyran-3-carbonitrile